NC1=C2N(C(N(C2=NC(=N1)NS(=O)(=O)CCC)CC1=CC=CC=C1)=O)C(=O)N1CCC1 6-amino-7-(azetidine-1-carbonyl)-9-benzyl-2-(propylsulfonylamino)purin-8-one